1-(2-fluoro-4-(6-(2-phenylacetamido)pyridazin-3-yl)butyl)-N-methyl-1H-1,2,3-triazole-4-carboxamide FC(CN1N=NC(=C1)C(=O)NC)CCC=1N=NC(=CC1)NC(CC1=CC=CC=C1)=O